FC(C(C(F)(F)F)(C(F)(F)F)F)(OC)F 1,1,2,3,3,3-hexafluoro-1-methoxy-2-(trifluoromethyl)propane